(3,4-epoxycyclohexyl)-ethyl-trimethoxysilane tert-butyl-2-(5-bromo-2-fluorophenyl)-2-{5-[2-(4,4-difluoropiperidin-1-yl)ethyl]-2-oxo-4-(trifluoromethyl)pyridin-1-yl}acetate C(C)(C)(C)OC(C(N1C(C=C(C(=C1)CCN1CCC(CC1)(F)F)C(F)(F)F)=O)C1=C(C=CC(=C1)Br)F)=O.C1(CC2C(CC1)O2)CO[Si](OC)(OC)CC